Cl.ClC1=C(C=CC=C1C=1N=NN(C1)C1=CC(=CC=C1)F)[C@@]1(CC(N(C(N1)=N)[C@@H]1C[C@@H](C(CC1)(F)F)O)=O)C |o1:27,29| (6S)-6-{2-Chloro-3-[1-(3-fluoro-phenyl)-1,2,3-triazol-4-yl]phenyl}-3-[(1S*,3S*)-4,4-difluoro-3-hydroxycyclohexyl]-2-imino-6-methylhexahydropyrimidin-4-one hydrochloride